C(C)(C)(C)OC(C=CC1=C(C(=O)O)C=CC=C1)=O 2-(3-tert-butoxy-3-oxoprop-1-enyl)benzoic acid